(S)-3-methyl-5-(5-(trifluoromethyl)-2,3-dihydrobenzofuran-2-yl)benzonitrile CC=1C=C(C#N)C=C(C1)[C@H]1OC2=C(C1)C=C(C=C2)C(F)(F)F